(2'-amino-[4,5'-bipyrimidin]-2-yl)(1-methyl-1H-pyrazol-4-yl)carbamate NC1=NC=C(C=N1)C1=NC(=NC=C1)OC(NC=1C=NN(C1)C)=O